CC1=CC[C@H](CC1)C(CC1SC[C@H](N1)C(=O)OCC)C ethyl (±)-(4R)-2-(2-((S)-4-methyl-3-cyclohexenyl)propyl)thiazolidine-4-carboxylate